tert-butyl (5R,6S)-5-hydroxy-6-((S)-5H-imidazo[5,1-a]isoindol-5-yl)-2-azaspiro[3.3]heptane-2-carboxylate O[C@H]1C2(CN(C2)C(=O)OC(C)(C)C)C[C@H]1[C@@H]1N2C(C3=CC=CC=C13)=CN=C2